3-(4-(2-cyano-7-((5-methoxy-7-methyl-1H-indol-4-yl)methyl)-7-azaspiro[3.5]nonan-6-yl)benzamido)-3-methylbutanoic acid C(#N)C1CC2(C1)CC(N(CC2)CC2=C1C=CNC1=C(C=C2OC)C)C2=CC=C(C(=O)NC(CC(=O)O)(C)C)C=C2